3-propyl-1,3,4,9-tetrahydro-[1,2]thiazino[4,3-g]indole 2,2-dioxide C(CC)C1CC=2C=CC=3C=CNC3C2NS1(=O)=O